BrC1=C(C(=C(C=C1C(C)(C)C1=CC=CC=C1)C1=CC=CC=C1)OCOC)C(C)(C)C1=CC=CC=C1 bromo-2-(methoxymethyloxy)-3,5-bis(2-phenylpropan-2-yl)-1,1'-biphenyl